C(C1=CC=CC=C1)(C1=CC=CC=C1)[C@@H]1N2C(C=3N(C1)C(=CN3)CO)=C(C(C=C2)=O)OCC2=CC=CC=C2 (S)-6-benzhydryl-11-(benzyloxy)-3-(hydroxymethyl)-5H-imidazo[1,2-a]pyrido[2,1-c]pyrazin-10(6H)-one